6,7-dihydro-1H,5H-pyrido[3,2,1-ij]quinolin-1-one C1(C=CN2C3=C(C=CC=C13)CCC2)=O